C(C)(=C)S(=O)(=O)C(C)=C mono-β-allyl sulfone